NC1=NC=C(C2=C1C=NN2)NC(C(N2[C@H](CN([C@@H](C2)C)C(C(C)C)=O)C=2C=CC1=C(N=CS1)C2)=O)=O |r| N-(4-amino-1H-pyrazolo[4,3-c]pyridin-7-yl)-2-oxo-2-[rac-(2S,5R)-2-(1,3-benzothiazol-5-yl)-5-methyl-4-(2-methylpropanoyl)piperazin-1-yl]acetamide